ClC1=C(C=C2C(=C(NC2=C1)C1=NC(=NN1)C(F)(F)F)N1C=NC=C1)OC(F)F 6-chloro-5-(difluoromethoxy)-3-(1H-imidazol-1-yl)-2-(3-(trifluoromethyl)-1H-1,2,4-triazol-5-yl)-1H-indole